5-(4-[1-(azetidin-3-yl)pyrazol-4-yl]-1,2,3-triazol-1-yl-1-oxo-3H-isoindol-2-yl)piperidine-2,6-dione N1CC(C1)N1N=CC(=C1)C=1N=NN(C1)C1N(C(C2=CC=CC=C12)=O)C1CCC(NC1=O)=O